[Al].CC1=NC2=C(C=CC=C2C(=C1)OC)O.CC1=NC2=C(C=CC=C2C(=C1)OC)O bis(2-methyl-4-methoxy-8-hydroxyquinoline) aluminum